N1C(CCCC1)C1=CC=CC2=C1N=CO2 4-(2-piperidyl)-1,3-Benzoxazole